C(C1=CC=CC=C1)N1CCC(CC1)[C@H](CNC(=O)N1[C@@H](CN(CC1)C1=CC(=C(C=C1)F)C#N)C)O (2R)-N-[(2R)-2-(1-benzylpiperidin-4-yl)-2-hydroxyethyl]-4-(3-cyano-4-fluorophenyl)-2-methylpiperazine-1-carboxamide